S-2-propen-1-yl 5-amino-2,3-dihydro-2-(1-methylethyl)-4-(2-methylphenyl)-3-oxo-1H-pyrazole-1-thiocarboxylate NC1=C(C(N(N1C(SCC=C)=O)C(C)C)=O)C1=C(C=CC=C1)C